α-Benzyloxyacrylnitril C(C1=CC=CC=C1)OC(C#N)=C